2-isopentyl-2-(3-methylbutyl)-1,3-propanediol C(CC(C)C)C(CO)(CO)CCC(C)C